1-((1-acryloyl-3-hydroxy-azetidin-3-yl)methyl)-7-chloro-4-(2,6-diisopropylphenyl)-6-(2-fluorophenyl)-1,4-dihydropyrido[2,3-b]pyrazine-2,3-dione C(C=C)(=O)N1CC(C1)(O)CN1C2=C(N(C(C1=O)=O)C1=C(C=CC=C1C(C)C)C(C)C)N=C(C(=C2)Cl)C2=C(C=CC=C2)F